N-((2-(6-((cis)-2,6-dimethylmorpholino)pyridin-2-yl)-1,6-naphthyridin-7-yl)methyl)-1-(N,N-dimethylsulfamoyl)indoline-6-carboxamide C[C@@H]1O[C@@H](CN(C1)C1=CC=CC(=N1)C1=NC2=CC(=NC=C2C=C1)CNC(=O)C1=CC=C2CCN(C2=C1)S(N(C)C)(=O)=O)C